endo-bicyclo-[2.2.1]-5-heptene-2,3-dicarboxylic acid C12C(C(C(C=C1)C2)C(=O)O)C(=O)O